ClC=1C=C(C(=NC1)OC)N1CCN(CC1)C(C)C 1-(5-chloro-2-methoxypyridin-3-yl)-4-isopropylpiperazine